S(=O)(=O)([O-])SSS(=O)(=O)[O-] dithiodisulfonate